sodium dilauramidoglutamine C(CCCCCCCCCCC)(=O)NN([C@@H](CCC(N)=O)C(=O)O)NC(CCCCCCCCCCC)=O.[Na]